NC=1C=C(OC=2C=C(C=C(C2)C)C=2C3=C(C(N(C2)C)=O)N(C(=C3)C=3NC(=CC3)C)S(=O)(=O)C3=CC=C(C)C=C3)C=CC1C 4-(3-(3-Amino-4-methylphenoxy)-5-methylphenyl)-6-methyl-2-(5-methyl-1H-pyrrol-2-yl)-1-tosyl-1H-pyrrolo[2,3-c]pyridin-7(6H)-one